phenyl-N-methylcyclopropanesulfonamide C1(=CC=CC=C1)C1(CC1)S(=O)(=O)NC